FC1=CC=C(C=C1)N1N=CC=2C1=NC(=NC2NC=2N=CN(C2)C2=CC(=C(C(=C2)OC)OC)OC)C(C)C 1-(4-fluorophenyl)-6-isopropyl-N-(1-(3,4,5-trimethoxyphenyl)-1H-imidazol-4-yl)-1H-pyrazolo[3,4-d]pyrimidin-4-amine